(3R,3R)-dihydroxy-beta-carotene OC([C@@]1(C)CCCC(C)=C1\C=C\C(\C)=C\C=C\C(\C)=C\C=C\C=C(/C)\C=C\C=C(/C)\C=C\C1=C(C)CCCC1(C)C)O